4-ethyl-pyridine-2-carbonitrile C(C)C1=CC(=NC=C1)C#N